(S)-N-(5-(3-hydroxypyrrolidin-1-yl)-2-morpholinothiazolo[4,5-b]pyridin-6-yl)-2-(6-methoxypyridin-3-yl)oxazole-4-carboxamide O[C@@H]1CN(CC1)C1=C(C=C2C(=N1)N=C(S2)N2CCOCC2)NC(=O)C=2N=C(OC2)C=2C=NC(=CC2)OC